C(C(C)(C)C)OC(N)=O carbamic acid neopentyl ester